C(C1=CC=CC=C1)NC1=CC(=CC(=C1)Cl)Cl N-benzyl-3,5-dichloroaniline